C1(=CC=CC=C1)/C=C/C(=O)OCC Ethyl (e)-3-phenyl-2-propenoate